FC1(C2C(NC1)CN(C2=O)CC(C(=O)O)(C)C)F 3-(3,3-difluoro-4-oxohexahydropyrrolo[3,4-b]pyrrol-5(1H)-yl)-2,2-dimethylpropionic acid